NC[C@@H](C)NC(=O)C1=CC2=CC=CC(=C2C=C1)OC1=CC=C(C=C1)C(F)(F)F (R)-N-(1-aminopropane-2-yl)-5-(4-(trifluoromethyl)phenoxy)-2-naphthamide